(S)-cis-4-[1-[2-(5-indanyloxy-carbonyl)-3-(2-methoxyethoxy)propyl]-1-cyclopentaneamido]-1-cyclohexanecarboxylic acid C1CCC2=CC(=CC=C12)OC(=O)[C@@H](CC1(CCCC1)C(=O)N[C@H]1CC[C@H](CC1)C(=O)O)COCCOC